COC(=O)C1=C(N=C(N1C[C@H]1OCC1)CN1CCC(CC1)C1=CC=CC=2O[C@](OC21)(C)C2=C(C=C(C=C2)Cl)F)CC 2-((4-((S)-2-(4-chloro-2-fluorophenyl)-2-methylbenzo[d][1,3]dioxol-4-yl)piperidin-1-yl)methyl)-4-ethyl-1-(((S)-oxetan-2-yl)methyl)-1H-imidazole-5-carboxylic acid methyl ester